1-[3-[[2-(2-Methoxy-5-morpholino-anilino)-5-(trifluoromethyl)pyrimidin-4-yl]amino]propyl]piperidin-2-one COC1=C(NC2=NC=C(C(=N2)NCCCN2C(CCCC2)=O)C(F)(F)F)C=C(C=C1)N1CCOCC1